CN1C(CN(CCC1)C1=NC(=NC=C1)C1=CN=C2N1C=C(C=C2)C(F)(F)F)=O 1-methyl-4-[2-(6-trifluoromethyl-imidazo[1,2-a]pyridin-3-yl)-pyrimidin-4-yl]-[1,4]diazepan-2-one